ClC=1C(=C(C(=CC1)OC(F)F)C=1C=CC(=NC1)C(C(=O)NC1=CC=C(C(=O)OC(C)(C)C)C=C1)CC1CC1)F tert-Butyl 4-(2-(5-(3-chloro-6-(difluoromethoxy)-2-fluorophenyl)pyridin-2-yl)-3-cyclopropyl propanamido)benzoate